1-(2-aminobenzo[d]oxazol-6-yl)-1-[2-(4-morpholinyl)ethyl]-3-(4-tolyl)urea NC=1OC2=C(N1)C=CC(=C2)N(C(=O)NC2=CC=C(C=C2)C)CCN2CCOCC2